(R)-2-methyl-N-[(1S)-1-[3-(trifluoromethoxy)phenyl]ethyl]propane-2-sulfinamide CC(C)(C)[S@@](=O)N[C@@H](C)C1=CC(=CC=C1)OC(F)(F)F